3-hydroxy-9-(6-amino-1-tetralone) hydrazone OC1CC(C2=CC=C(C=C2C1)N)=NN